O=C1C(=NC=CN1C1=CC=C(C=C1)OC)C(=O)N 3-oxo-4-(4-methoxyphenyl)-3,4-dihydropyrazine-2-carboxamide